C(C)NC1(CCC2(CNC(N2)=O)CC1)C1=CC=CC=C1 TRANS-8-(ethylamino)-8-phenyl-1,3-diazaspiro[4.5]decan-2-one